N=1C=CN2C1C=C(C=C2)N2C(NC(CC2)=O)=O 1-(Imidazo[1,2-a]pyridin-7-yl)dihydropyrimidine-2,4(1H,3H)-dione